3-(1-oxo-5-(((1R,2S)-2-((3,3,3-trifluoropropyl)amino)cyclohexyl)methyl)isoindolin-2-yl)piperidine-2,6-dione O=C1N(CC2=CC(=CC=C12)C[C@@H]1[C@H](CCCC1)NCCC(F)(F)F)C1C(NC(CC1)=O)=O